N-(5-((6-((R)-3-(3-chlorophenyl)isoxazolidine-2-yl)pyrimidine-4-yl)amino)-2-(4-((R)-3-(dimethylamino)pyrrolidine-1-yl)piperidine-1-yl)-4-methoxyphenyl)acrylamide ClC=1C=C(C=CC1)[C@@H]1N(OCC1)C1=CC(=NC=N1)NC=1C(=CC(=C(C1)NC(C=C)=O)N1CCC(CC1)N1C[C@@H](CC1)N(C)C)OC